1,2-bis(mercaptoethoxy)benzene Antimony trifluoroacetate FC(C(=O)[O-])(F)F.[Sb+3].SCCOC1=C(C=CC=C1)OCCS.FC(C(=O)[O-])(F)F.FC(C(=O)[O-])(F)F